2-bromo-5-chloro-1-fluoro-3-(methoxymethyl)benzene BrC1=C(C=C(C=C1COC)Cl)F